3-methylbutane-1,2-diylbis(pyrrolidine-1-carboxylate) CC(C(CC1N(CCC1)C(=O)[O-])C1N(CCC1)C(=O)[O-])C